oxoglutamic acid (oxoglutarate) O=C(C(=O)O)CCC(=O)O.O=N[C@@H](CCC(=O)O)C(=O)O